CCCCN1C(=O)C2=CC=CC=C2S1 2-butyl-1,2-benzisothiazolin-3-one